C[C@@H](C(=O)N[C@H]1C2=CC=CC=C2C3=CC=CC=C3N(C1=O)C)NC(=O)[C@H](C4=CC(=CC(=C4)F)F)O The molecule is a dibenzoazepine that is 5,7-dihydro-6H-dibenzo[b,d]azepin-6-one which is substituted at the 7 pro-S position by the C-terminal carboxamide nitrogen of N(2)-[(2S)-2-(3,5-difluorophenyl)-2-hydroxyacetyl]-L-alaninamide. It is a potent, cell permeable and selective gamma-secretase inhibitor. It has been tested as a possible treatment for Alzheimer's disease and shows promise for its potential to counteract severe hearing loss. It has a role as an EC 3.4.23.46 (memapsin 2) inhibitor. It is a dibenzoazepine, a difluorobenzene, a lactam and a secondary alcohol.